5-(2-chloro-6-cyclopropylpyridin-4-yl)spiro[2.3]hexane-5-carboxylic acid ClC1=NC(=CC(=C1)C1(CC2(CC2)C1)C(=O)O)C1CC1